quinoxalinyl-aminopyrrole N1=C(C=NC2=CC=CC=C12)C1=C(NC=C1)N